copper-nickel-copper-nickel oxide [Ni]=O.[Cu].[Ni].[Cu]